N4-[2-(dimethylphosphoryl)-4-(trifluoromethoxy)phenyl]-N2-(piperidin-3-yl)-5-(trifluoromethyl)pyrimidine-2,4-diamine CP(=O)(C)C1=C(C=CC(=C1)OC(F)(F)F)NC1=NC(=NC=C1C(F)(F)F)NC1CNCCC1